ClC1=CC(=C(C=C1)C1CCN(CC1)C1=NNC=N1)F 3-[4-(4-chloro-2-fluorophenyl)piperidin-1-yl]-1H-1,2,4-triazol